Allyl 3-O-benzyl-6-O-tert-butyldiphenylsilyl-2-deoxy-4-O-methyl-2-trichloroacetamido-α-L-altropyranoside C(C1=CC=CC=C1)O[C@@H]1[C@H]([C@H](OCC=C)O[C@H]([C@@H]1OC)CO[Si](C1=CC=CC=C1)(C1=CC=CC=C1)C(C)(C)C)NC(C(Cl)(Cl)Cl)=O